CN1N=C(C=C1C(=O)N[C@@H](C)C1=NC(=NS1)C1=CC(=NC=C1)C(F)(F)F)C(F)(F)F 2-methyl-N-[(1S)-1-[3-[2-(trifluoromethyl)-4-pyridyl]-1,2,4-thiadiazol-5-yl]ethyl]-5-(trifluoromethyl)pyrazole-3-carboxamide